C(C)C=1C=NN(C1)C1(CN(C1)C=1C=2N(C=CC1)N=C(N2)NC2=CC=C(C=C2)CC(=O)N2CCN(CC2)C)CC#N 2-[3-(4-ethylpyrazol-1-yl)-1-[2-[4-[2-(4-methylpiperazin-1-yl)-2-oxo-ethyl]anilino]-[1,2,4]triazolo[1,5-a]pyridin-8-yl]azetidin-3-yl]acetonitrile